[C@H]12NC[C@H]([C@@H]1N1C(=CC=3C(=NC=4C(=C(C(=CC4C31)CCC#N)C3=CC=CC1=CC=C(C=C31)F)F)C)CN3C(CN(CC3)C)=O)C2 3-(1-((1r,4r,5s)-2-azabicyclo[2.1.1]hexan-5-yl)-6-fluoro-7-(7-fluoronaphthalen-1-yl)-4-methyl-2-((4-methyl-2-oxopiperazin-1-yl)methyl)-1H-pyrrolo[3,2-c]quinolin-8-yl)propionitrile